N(=O)N1[C@H](CCC1)C(=O)O N-NITROSO-D-PROLINE